(4R,5S,6S)-3-((3S,5S)-5-((R)-3-Aminopyrrolidine-1-carbonyl)pyrrolidin-3-ylthio)-4-methyl-7-oxo-6-((R)-1-(sulfamoylamino)ethyl)-1-azabicyclo[3.2.0]hept-2-ene-2-carboxylic acid N[C@H]1CN(CC1)C(=O)[C@@H]1C[C@@H](CN1)SC1=C(N2C([C@@H]([C@H]2[C@H]1C)[C@@H](C)NS(N)(=O)=O)=O)C(=O)O